BrC1=CC=C2C(N(C(C2=C1)=O)CC1=NC=C(C=C1)Cl)(O)C1=CC=C(C=C1)Cl 6-bromo-3-(4-chloro-phenyl)-2-(5-chloro-pyridin-2-ylmethyl)-3-hydroxy-2,3-dihydro-isoindol-1-one